2-(4,6-dimethylpyrazolo[1,5-a]pyrazin-2-yl)-7-(4-methylpiperazin-1-yl)-4H-pyrido[1,2-a]pyrimidin-4-one CC=1C=2N(C=C(N1)C)N=C(C2)C=2N=C1N(C(C2)=O)C=C(C=C1)N1CCN(CC1)C